NC1=C2C(=NC=N1)N(N=C2C(CO)O)CCC=2C(=C(C(=C(C2)Cl)F)C2CN(C2)C(=O)OC(C)(C)C)OC tert-Butyl 3-(3-{[4-amino-3-(1,2-dihydroxyethyl)-1H-pyrazolo[3,4-d]pyrimidin-1-yl]ethyl}-5-chloro-6-fluoro-2-methoxyphenyl)azetidine-1-carboxylate